(2,4-dihydroxyphenyl)-(4-fluorophenyl)methanone OC1=C(C=CC(=C1)O)C(=O)C1=CC=C(C=C1)F